C1(CC1)N=S(C(F)(F)F)(=O)C=1C=CC2=C(N=C(O2)C2=NC=CC=C2S(=O)(=O)CC)C1 Cyclopropylimino-[2-(3-ethylsulfonyl-2-pyridyl)-1,3-benzoxazol-5-yl]oxo(trifluoromethyl)-λ6-sulfan